3-(3-chloro-4-fluorophenyl)-1-methyl-1-(5-methyl-6-oxo-1,2,3,4,5,6-hexahydrophenanthridin-1-yl)urea ClC=1C=C(C=CC1F)NC(N(C1CCCC=2N(C(C3=CC=CC=C3C12)=O)C)C)=O